(R)-4-(2,2-difluoro-7-((5-methoxy-7-methyl-1H-indol-4-yl)methyl)-7-azaspiro[3.5]nonan-6-yl)-2-fluorobenzamide FC1(CC2(C1)C[C@@H](N(CC2)CC2=C1C=CNC1=C(C=C2OC)C)C2=CC(=C(C(=O)N)C=C2)F)F